C(=O)(O)COCC(=O)N[C@@H](CSC\C=C(\CCCC(CCCC(CCCC(C)C)C)C)/C)C(=O)O.[Na].[Na] disodium N-(2-(carboxymethoxy)acetyl)-S-((E)-3,7,11,15-tetramethylhexadecan-2-en-1-yl)-L-cysteine